(S)-4-((tert-butyldimethylsilyl)oxy)-3,4-dihydro-2H-pyrrole 1-oxide [Si](C)(C)(C(C)(C)C)O[C@H]1CC[N+](=C1)[O-]